COC1=CC=C(C=C1)N1C(C2=CC=CC=C2C(=N1)C(=O)N1CCN(CC1)C1=C(C=CC=C1)OC)=O 2-(4-methoxyphenyl)-4-[[4-(2-methoxyphenyl)-1-piperazinyl]carbonyl]-(2H)-phthalazinone